2-chloro-4-[(2,4,6-trifluorobenzyl)amino]pyrimidin-5-carboxamide ClC1=NC=C(C(=N1)NCC1=C(C=C(C=C1F)F)F)C(=O)N